methyl 5-fluoro-2-isopropyl-1-methyl-pyrrolo[2,3-b]pyridine-6-carboxylate FC=1C=C2C(=NC1C(=O)OC)N(C(=C2)C(C)C)C